N-(3-Chloro-1H-indol-7-yl)-1-cyclobutyl-pyrazol-4-sulfonamid ClC1=CNC2=C(C=CC=C12)NS(=O)(=O)C=1C=NN(C1)C1CCC1